2-methyl-5-oxo-6-(pyridin-4-ylmethyl)-5,6-dihydro-1,6-naphthyridine-3-carboxylic acid CC1=NC=2C=CN(C(C2C=C1C(=O)O)=O)CC1=CC=NC=C1